BrC=1N(C(=C(N1)Cl)Cl)CC(=O)NN 2-(2-bromo-4,5-dichloro-1H-imidazole-1-yl)acethydrazide